(4-((3-(4-(7-fluoroquinolin-4-yl)piperazine-1-carbonyl)azetidin-1-yl)sulfonyl)phenyl)acetamide FC1=CC=C2C(=CC=NC2=C1)N1CCN(CC1)C(=O)C1CN(C1)S(=O)(=O)C1=CC=C(C=C1)CC(=O)N